2-chloro-1-fluoro-12-(methylthio)-5a,6,7,8,9,10-hexahydro-5H-4-oxa-3,10a,11,13-tetraazanaphtho[1,8-ab]heptalene ClC=1C(=C2N=C(N=C3C2=C(OCC2CCCCCN32)N1)SC)F